ClC1C(OC(=C1Cl)OC1CC(CCC1C(C)C)C)=O 3,4-dichloro-5-menthoxyfuranone